tert-butyl 1-azido-17,17-bis((3-(tert-butoxy)-3-oxopropoxy)methyl)-15-oxo-3,6,9,12,19-pentaoxa-16-azadocosan-22-oate N(=[N+]=[N-])CCOCCOCCOCCOCCC(NC(COCCC(=O)OC(C)(C)C)(COCCC(OC(C)(C)C)=O)COCCC(=O)OC(C)(C)C)=O